O.O.C(CC(O)(C(=O)[O-])CC(=O)[O-])(=O)[O-].[Na+].[Na+].[Na+] Tri-sodium citrate, dihydrate